OCC1=CC=C(CC2=NN=CC3=C2N(C2=C3SC(=N2)C)C)C=C1 (4-(hydroxymethyl)benzyl)-2,4-dimethyl-4H-thiazolo[5',4':4,5]Pyrrolo[2,3-d]Pyridazine